C1(CC1)C1=NC=NC(=C1C1=NC=C(C(=N1)OCC1=CC=C(C=C1)C=1N(C=C(N1)C(F)(F)F)C1CC1)C)OC (4-cyclopropyl-6-methoxy-pyrimidin-5-yl)-4-[[4-[1-cyclopropyl-4-(trifluoromethyl)imidazol-2-yl]phenyl]methoxy]-5-methyl-pyrimidine